2-((4-((R)-2-(5-Chloropyridin-2-yl)-2-methylbenzo[d][1,3]dioxol-4-yl)piperidin-1-yl)methyl)-4-(1,1-difluoroethyl)-1-(((S)-oxetan-2-yl)methyl)-1H-benzo[d]imidazole-6-carboxylic acid ClC=1C=CC(=NC1)[C@]1(OC2=C(O1)C=CC=C2C2CCN(CC2)CC2=NC1=C(N2C[C@H]2OCC2)C=C(C=C1C(C)(F)F)C(=O)O)C